FC=1C=C(C=CC1F)[C@H](C)NC(=O)C1=NC(=CN=C1F)C#N 6-cyano-3-fluoro-pyrazine-2-carboxylic acid [(S)-1-(3,4-difluoro-phenyl)-ethyl]-amide